2-(2-(diethylamino)ethoxy)naphthalen C(C)N(CCOC1=CC2=CC=CC=C2C=C1)CC